C1(C=CC(N1CCC(=O)Cl)=O)=O 3-maleimidopropanoyl chloride